NC1=NC=2C=CC=CC2C2=C1N=C(N2CCCCN2CC=NC1=CC=CC=C21)CCOC N-{4-[4-amino-2-(2-methoxyethyl)-1H-imidazo[4,5-c]quinolin-1-yl]butyl}quinoxaline